FC(OC1=CC=C(C=C1)C1=CN=C2N1C=CN=C2NC2=CC=C(C=C2)I)F 3-[4-(difluoromethoxy)phenyl]-N-(4-iodophenyl)imidazo[1,2-a]Pyrazin-8-amine